2,5-bis(aminomethyl)-bicyclo[2.2.1]heptane NCC1C2CC(C(C1)C2)CN